2-oxo-1,3-oxazinan O=C1OCCCN1